N,N-dibromo-p-toluenesulfonamide CC1=CC=C(C=C1)S(=O)(=O)N(Br)Br